CN1C=C(C2=CC(=CC=C12)N1C(NC2=C(C1=O)C1=C(S2)CCCCC1)=O)C=1C=NC=CC1 3-(1-methyl-3-(pyridin-3-yl)-1H-indol-5-yl)-1,5,6,7,8,9-hexahydro-2H-cyclohepta[4,5]thieno[2,3-d]pyrimidine-2,4(3H)-dione